Cl.CN1CCN(CC1)CCOC=1C=CC2=C(OC3=C2N=C(N=C3N3CCOCC3)NC3=CC(=NN3)C3=CC=CC=C3)N1 7-(2-(4-methylpiperazin-1-yl)ethoxy)-4-morpholino-N-(3-phenyl-1H-pyrazol-5-yl)pyrido[3',2':4,5]furo[3,2-d]pyrimidin-2-amine hydrochloride